(S)-1-(4-(2-(difluoromethyl)pyridin-4-yl)-2-(trifluoromethoxy)phenoxy)-2,4-dimethylpentan-2-amine FC(C1=NC=CC(=C1)C1=CC(=C(OC[C@](CC(C)C)(N)C)C=C1)OC(F)(F)F)F